4-((5-Chloro-7-(2-((4-cyclopropyl-3-methyl-2,6-dioxo-3,6-dihydropyrimidine-1(2H)-yl)methyl)thieno[3,2-b]pyridin-7-yl)-1H-indol-1-yl)methyl)piperidine-4-carbonitrile ClC=1C=C2C=CN(C2=C(C1)C1=C2C(=NC=C1)C=C(S2)CN2C(N(C(=CC2=O)C2CC2)C)=O)CC2(CCNCC2)C#N